CC1(C(=O)[O-])C(C(=O)[O-])(C=C(C=C1)OCCN1C(C(=CC2=CC(=CC=C12)[N+](=O)[O-])OCC(NC)=O)=O)C 1,2-dimethyl-4-(2-[3-[(methylcarbamoyl)methoxy]-6-nitro-2-oxoquinolin-1-yl]ethoxy)phthalate